(S)-quinuclidin-3-yl (6-(2-(trifluoromethyl)phenyl)-1,2,3,4-tetrahydronaphthalen-1-yl)carbamate FC(C1=C(C=CC=C1)C=1C=C2CCCC(C2=CC1)NC(O[C@@H]1CN2CCC1CC2)=O)(F)F